3-(4-Phenylthiazol-2-yl)-2-(trifluoromethyl)thieno[3,4-d]pyrimidin-4(3H)-one C1(=CC=CC=C1)C=1N=C(SC1)N1C(=NC=2C(C1=O)=CSC2)C(F)(F)F